(7-(3-Butyl-5-(diaminomethylene)-2,4,6-trioxotetrahydropyrimidin-1(2H)-yl)spiro[3.5]nonan-2-yl)-1-cyclopropylurea C(CCC)N1C(N(C(C(C1=O)=C(N)N)=O)C1CCC2(CC(C2)N(C(=O)N)C2CC2)CC1)=O